NC1(CN(CC1)CC1=CC=CC=C1)C(=O)O 3-amino-1-benzyl-pyrrolidine-3-carboxylic acid